ClC=1C(=C(CNC(=O)[C@H]2N([C@@H]3C[C@H]3C2)C(CC=2C=C(C3=C(C=CO3)C2)C=2C=C(CNC(OC(C)(C)C)=O)C=CC2)=O)C=CC1)F |&1:12| tert-butyl 3-(5-(2-((1R,3S,SR)-3-((3-chloro-2-fluorobenzyl)carbamoyl)-2-azabicyclo[3.1.0]hexan-2-yl)-2-oxoethyl)benzofuran-7-yl)benzylcarbamate